ethyl (1R,2S,3S,4R)-3-(((benzyloxy)carbonyl)amino)-6-hydroxybicyclo[2.2.2]octane-2-carboxylate C(C1=CC=CC=C1)OC(=O)N[C@@H]1[C@H]([C@@H]2C(C[C@H]1CC2)O)C(=O)OCC